(3-chloro-2-methoxypyridin-4-yl)(3,5-dichloropyrazin-2-yl)methanone ClC=1C(=NC=CC1C(=O)C1=NC=C(N=C1Cl)Cl)OC